methoxymethyl 4-((4-(benzyloxy)-2-methoxy-6-methylbenzoyl)oxy)-2-bromo-3,5,6-trimethylbenzoate C(C1=CC=CC=C1)OC1=CC(=C(C(=O)OC2=C(C(=C(C(=O)OCOC)C(=C2C)C)Br)C)C(=C1)C)OC